1-(5-((4-(6-(1H-imidazol-2-yl)-2-methylpyridin-3-yl)piperidin-1-yl)methyl)thiazol-2-yl)-3-ethylurea N1C(=NC=C1)C1=CC=C(C(=N1)C)C1CCN(CC1)CC1=CN=C(S1)NC(=O)NCC